FC1C(OC2=CC=C(C=C2C1)C=1OC=CC1)=O 3-fluoro-6-(2-furyl)chromanone